7-hydroxy-3-isobutyrylindolizine-1-carboxamide OC=1C=CN2C(=CC(=C2C1)C(=O)N)C(C(C)C)=O